CN(C(=O)SC1=CC(=C(C=O)C=C1)OC)C 4-(N,N-dimethyl-carbamylthio)-2-methoxybenzaldehyde